(R)-1-(1-(1-((1-(4-(1-(3-Amino-6-(2-hydroxyphenyl)pyridazin-4-yl)piperidin-3-yl)-3-methylbenzoyl)-4-fluoropiperidin-4-yl)methyl)piperidin-4-yl)-3-methyl-1H-indol-5-yl)dihydropyrimidine NC=1N=NC(=CC1N1C[C@H](CCC1)C1=C(C=C(C(=O)N2CCC(CC2)(F)CN2CCC(CC2)N2C=C(C3=CC(=CC=C23)N2CNCC=C2)C)C=C1)C)C1=C(C=CC=C1)O